FC1=CC=C(C=C1)P(C=1N=C2C=CC=CC2=C2C=CC=CC12)(C1=CC=C(C=C1)F)=O Bis(4-fluorophenyl)(phenanthridin-6-yl)phosphine oxide